N1CCC(CC1)C1=CC=C(C=C1)NC=1C=NC=C(N1)N1CCCC1 3-((4-(piperidin-4-yl)phenyl)amino)-5-(pyrrolidin-1-yl)pyrazine